C[C@H](C(=O)[O-])N[C@@H](CCC[NH+]=C(N)N)C(=O)[O-] The molecule is an D-alpha-amino acid anion arising from deprotonation of the carboxy groups and protonation of the guanidino group of D-octopine. It is a conjugate base of a D-octopine and a D-octopine dizwitterion.